(4-(2-(diisopropylamino)ethyl)piperazin-1-yl)(5-(2-nitrophenyl)-2-(4-(trifluoromethyl)phenyl)oxazol-4-yl)methanone C(C)(C)N(CCN1CCN(CC1)C(=O)C=1N=C(OC1C1=C(C=CC=C1)[N+](=O)[O-])C1=CC=C(C=C1)C(F)(F)F)C(C)C